C(C(C)C)C1=CC(=NN1C1(CCCCC1)C)NC1=C(C(=O)O)C=C(C=N1)C=1SC=CC1.NC(CCCC(=O)NC1=C2CN(C(C2=CC=C1)=O)C1C(NC(CC1)=O)=O)CC 5-amino-N-(2-(2,6-dioxopiperidin-3-yl)-1-oxo-isoindolin-4-yl)heptanamide 2-((5-isobutyl-1-(1-methylcyclohexyl)-1H-pyrazol-3-yl)amino)-5-(thiophen-2-yl)nicotinate